(2s,4s)-4-(4,4-difluoro-1-piperidinyl)-1-(9H-fluoren-9-ylmethoxycarbonyl)pyrrolidine-2-carboxylic acid FC1(CCN(CC1)[C@H]1C[C@H](N(C1)C(=O)OCC1C2=CC=CC=C2C=2C=CC=CC12)C(=O)O)F